(diphenylfluorenyl)(biphenylyl)(phenyldibenzofuranylphenyl)amine C1(=CC=CC=C1)C=1C(=C(C=2CC3=CC=CC=C3C2C1)N(C1=C(C(=CC=C1)C1=CC=CC=C1)C1=CC=CC=2OC3=C(C21)C=CC=C3)C3=C(C=CC=C3)C3=CC=CC=C3)C3=CC=CC=C3